4-chloro-1-[5-(difluoromethyl)-1,3,4-thiadiazol-2-yl]-N-(1-methylcyclobutyl)indazole-6-sulfonamide ClC1=C2C=NN(C2=CC(=C1)S(=O)(=O)NC1(CCC1)C)C=1SC(=NN1)C(F)F